C1(CC1)C1=C(C(=NO1)C1CCC2(CC2)CC1)CO[C@H]1[C@@H]2CN([C@H](C1)C2)C=2SC1=C(N2)C(=CC(=C1)C(=O)O)F 2-[(1S,4S,5R)-5-[(5-cyclopropyl-3-{spiro[2.5]oct-6-yl}-1,2-oxazol-4-yl)methoxy]-2-azabicyclo[2.2.1]heptan-2-yl]-4-fluoro-1,3-benzothiazole-6-carboxylic acid